(R)-N-(2-((tert-butoxycarbonyl)amino)-2-phenylacetyl)-N-(thiophen-2-ylmethyl)glycine ethyl ester C(C)OC(CN(CC=1SC=CC1)C([C@@H](C1=CC=CC=C1)NC(=O)OC(C)(C)C)=O)=O